4-(1H-tetrazol-5-yl)pyridin N1N=NN=C1C1=CC=NC=C1